CCN1C(=O)C=CC1=O The molecule is a member of the class of maleimides that is the N-ethyl derivative of maleimide. It has a role as an EC 2.1.1.122 [(S)-tetrahydroprotoberberine N-methyltransferase] inhibitor, an EC 2.7.1.1 (hexokinase) inhibitor, an EC 1.3.1.8 [acyl-CoA dehydrogenase (NADP(+))] inhibitor and an anticoronaviral agent. It derives from a maleimide.